3-(benzotriazol-2-yl)-5-but-2-yl-4-hydroxybenzenesulfonic acid N=1N(N=C2C1C=CC=C2)C=2C=C(C=C(C2O)C(C)CC)S(=O)(=O)O